FC=1C(=NC(=NC1)NC1=CC(=C(C=C1)N1CCC(CC1)N(C)C)OC)C=1C=NN(C1)C(C)C 5-fluoro-N-(3-methoxy-4-(4-dimethylaminopiperidin-1-yl)phenyl)-4-(1-isopropyl-1H-pyrazol-4-yl)pyrimidin-2-amine